ortho-Vanillin COC1=CC=CC(=C1O)C=O